(3S,4S) or (3R,4R)-4-(4-(6-chloro-2-((4-chloro-1-methyl-1H-pyrazol-5-yl)amino)quinazolin-7-yl)piperazin-1-yl)-4-methyltetrahydrofuran-3-ol ClC=1C=C2C=NC(=NC2=CC1N1CCN(CC1)[C@@]1([C@@H](COC1)O)C)NC1=C(C=NN1C)Cl |o1:17,18|